FC(C(=O)O)(F)F.FC1CN=C(NC1)NC1=C2C=NNC2=CC(=C1)C(=O)NCC(=O)N[C@@H](CC(=O)OC)C1=CC(=CC(=C1)C(F)(F)F)F methyl (3S)-3-(2-(4-((5-fluoro-1,4,5,6-tetrahydropyrimidin-2-yl)amino)-1H-indazole-6-carboxamido)acetamido)-3-(3-fluoro-5-(trifluoromethyl)phenyl)propanoate trifluoroacetate